F[C@H]1[C@@H](CC[C@@H](C1)N)NC1=C2C=C(N(C2=CC=C1)CC(F)(F)F)C#CCNC1=C(C=C(C=C1)S(=O)(=O)C)OC (1R,2R,4S)-2-fluoro-N1-(2-(3-((2-methoxy-4-(methylsulfonyl)phenyl)amino)prop-1-yn-1-yl)-1-(2,2,2-trifluoroethyl)-1H-indol-4-yl)cyclohexane-1,4-diamine